(E)-N-(4-(1-(6-(4-(4-(5-((2-(2,6-dioxopiperidin-3-yl)-1-oxoisoindolin-4-yl)thio)pentanoyl)piperazin-1-yl)piperidin-1-yl)nicotinoyl)piperidin-4-yl)butyl)-3-(pyridin-3-yl)acrylamide O=C1NC(CCC1N1C(C2=CC=CC(=C2C1)SCCCCC(=O)N1CCN(CC1)C1CCN(CC1)C1=NC=C(C(=O)N2CCC(CC2)CCCCNC(\C=C\C=2C=NC=CC2)=O)C=C1)=O)=O